C1(=CC=CC2=C(C=CC=C12)NC(=O)NCCCOCC(CCCC)CC)NC(=O)NCCCOCC(CCCC)CC naphthalene-1,5-diylbis[N'-[3-[(2-ethylhexyl)oxy]propyl]urea]